C(C)(=O)N1CC(CCC1)N1N=C(N=N1)C=1C=C(C=CC1NC1CCCCC1)S(=O)(=O)NC 3-(2-(1-acetylpiperidin-3-yl)-2H-tetrazol-5-yl)-4-(cyclohexylamino)-N-methylbenzenesulfonamide